C(CCC)C1=C(C(=NN1)CC)O butyl-3-ethyl-4-hydroxy-pyrazol